2-(benzo[d]thiazol-5-yl)acetic acid S1C=NC2=C1C=CC(=C2)CC(=O)O